3,4,5-trihydroxyphenylmethylketone OC=1C=C(C=C(C1O)O)CC(=O)CC1=CC(=C(C(=C1)O)O)O